C(C)(=O)NC(C(=O)O)CCN(CCCCC1=NC=2NCCCC2C=C1)CCOC 2-acetamido-4-[2-methoxyethyl-[4-(5,6,7,8-tetrahydro-1,8-naphthyridin-2-yl)butyl]amino]butanoic acid